C12CC(CC(CC1)N2)C=2C=C1C(N(C(C1=CC2)=O)C2C(NC(CC2)=O)=O)=O 5-(8-azabicyclo[3.2.1]octan-3-yl)-2-(2,6-dioxopiperidin-3-yl)isoindoline-1,3-dione